N-(1-(4-Chloro-5,6-difluoropyridin-3-yl)pent-4-en-1-yl)-4-methoxyaniline ClC1=C(C=NC(=C1F)F)C(CCC=C)NC1=CC=C(C=C1)OC